1-cyclopropyl-2-methyl-6-(4-(tetrahydro-2H-pyran-4-yloxy)pyrrolo[2,1-f][1,2,4]triazin-5-yl)-1H-imidazo[4,5-b]pyridine C1(CC1)N1C(=NC2=NC=C(C=C21)C=2C=CN1N=CN=C(C12)OC1CCOCC1)C